3-(5-Fluoro-6-methyl-1H-pyrazolo[3,4-b]pyridin-4-yl)-2-(5-fluoro-2-pyridyl)-6,6-dimethyl-4,7-dihydropyrazolo[5,1-c][1,4]oxazine FC=1C(=C2C(=NC1C)NN=C2)C=2C(=NN1C2COC(C1)(C)C)C1=NC=C(C=C1)F